5-{4-[4-(3,5-dimethylpyridin-2-yl)piperazine-1-carbonyl]phenyl}-5-methoxymethylimidazolidine-2,4-dione CC=1C(=NC=C(C1)C)N1CCN(CC1)C(=O)C1=CC=C(C=C1)C1(C(NC(N1)=O)=O)COC